C(C)(=O)NC1=CC=C(C(CBr)=O)C=C1 4-acetamidophenacyl bromide